NC([C@@H]1[C@H](C[C@@H](O1)N1C=NC=2C(=O)NC(N)=NC12)O)O deoxy-5'-amino-guanosine